(1r,4r)-4-((4-(2-((2-(methoxymethyl)-6-methylpyrimidin-4-yl)amino)pyrazolo[1,5-a]pyridin-5-yl)-6-methylpyridin-3-yl)oxy)cyclohexan-1-ol COCC1=NC(=CC(=N1)NC1=NN2C(C=C(C=C2)C2=C(C=NC(=C2)C)OC2CCC(CC2)O)=C1)C